C(C)(C)C=1C=CC(=CC1O)C 6-isopropyl-m-cresol